Cl.C1(CC1)CN1CC2=CC(=CC=C2CC1)NC=1C(=NN(C1C)C)C 2-(cyclopropylmethyl)-N-(1,3,5-trimethyl-1H-pyrazol-4-yl)-1,2,3,4-tetrahydroisoquinolin-7-amine hydrochloride